5-(Trifluoromethyl)-2,3-dihydro-1,4-benzodithiine-7-carboxylic acid FC(C1=CC(=CC=2SCCSC21)C(=O)O)(F)F